ClC(C(F)(F)S(C1=NC=C(C=C1)[N+](=O)[O-])(F)(F)(F)F)(F)F 2-(2-chlorotetrafluoroethyltetrafluoro-λ6-sulfanyl)-5-nitropyridine